C(C)(C)(C)OC(N(C(=O)OC(C)(C)C)CCOCCOCCOCCOCCOCCOCCN(C)CC1=CC=CC=C1)=O tert-butyl-N-[2-[2-[2-[2-[2-[2-[2-[benzyl(methyl)amino]ethoxy]ethoxy]ethoxy]ethoxy]ethoxy]ethoxy]ethyl]-N-tertbutoxycarbonyl-carbamate